C(C)(=O)N1N=C(CN(C1=O)N=CC=1C=NC=CC1)C 2-acetyl-6-methyl-4-((pyridin-3-ylmethylene)amino)-4,5-dihydro-1,2,4-triazin-3(2H)-one